4-amino-1-(3-pyridinyl)-butylketone NCCCC(C=1C=NC=CC1)C(=O)C(CCCN)C=1C=NC=CC1